4-(3-bromo-2-fluorophenoxy)-2-fluoro-1-(4-fluorophenyl)butan-1-ol BrC=1C(=C(OCCC(C(O)C2=CC=C(C=C2)F)F)C=CC1)F